ClC1=C(C=CC(=C1)Cl)NC(=O)C=1COC2=C(C1)C=CC=C2 N-(2,4-dichlorophenyl)-2H-benzopyran-3-carboxamide